F\C(=C/C1=CC=C(C(=C1N(CCCNC(OC(C)(C)C)=O)C)C(F)(F)F)OC1=CC=CC=C1)\B1OC(C(O1)(C)C)(C)C tert-Butyl (Z)-(3-((6-(2-fluoro-2-(4,4,5,5-tetramethyl-1,3,2-dioxaborolan-2-yl)vinyl)-3-phenoxy-2-(trifluoromethyl)phenyl)(methyl)amino)propyl)carbamate